C(C)(C)(C)OC(=O)N1C=CC2=C(C(=CC(=C12)C)OC)CN1[C@H](C[C@@H](CC1)N1C(CCC1)=O)C1=CC=C(C=C1)C(=O)OC 5-methoxy-4-(((trans)-2-(4-(methoxycarbonyl)phenyl)-4-(2-oxopyrrolidin-1-yl)piperidin-1-yl)methyl)-7-methyl-1H-indole-1-carboxylic acid tert-butyl ester